(S)-(1-((1H-1,2,4-triazol-5-yl)sulfonyl)pyrrolidin-3-yl)(4-(7-hydroxyquinolin-4-yl)piperazin-1-yl)methanone N1N=CN=C1S(=O)(=O)N1C[C@H](CC1)C(=O)N1CCN(CC1)C1=CC=NC2=CC(=CC=C12)O